CCC(CC1=CC2=C(C=C1)OCO2)N (3,4-methylenedioxyphenyl)-2-butanamine